CC1C(OCC1)=O 3-Methyldihydrofuran-2(3H)-one